Bromo-2-isobutyrylbenzoic acid BrC=1C(=C(C(=O)O)C=CC1)C(C(C)C)=O